1-(3-Fluoropyridin-2-yl)-N-((5-(trifluoromethyl)pyridin-2-ylmethyl)methyl)ethan-1-amine FC=1C(=NC=CC1)C(C)NCCC1=NC=C(C=C1)C(F)(F)F